C(C=C)OC(=O)NC[C@H](CN(C(=O)OC(C)(C)C)CC1(CN(C1)C(=O)OC(C)(C)C)O)O Tert-butyl 3-[[[(2R)-3-(allyloxycarbonylamino)-2-hydroxy-propyl]-tert-butoxycarbonyl-amino]methyl]-3-hydroxy-azetidine-1-carboxylate